C1(=CC=C(C=C1)C1=C(C=C2C(=N1)N=C(N2)OC2CCC(CC2)C(=O)O)Cl)C2=CC=CC=C2 (1r,4r)-4-((5-([1,1'-biphenyl]-4-yl)-6-chloro-1H-imidazo[4,5-b]pyridin-2-yl)oxy)cyclohexane-1-carboxylic acid